C1(=CC=CC=2OC3=C(C21)C=CC=C3)OB(O)O dibenzo[b,d]furan-1-ylboric acid